3-(4-((2-((2-chloropyrimidin-4-yl)amino)ethyl)amino)-1-oxoisoindolin-2-yl)piperidine-2,6-dione ClC1=NC=CC(=N1)NCCNC1=C2CN(C(C2=CC=C1)=O)C1C(NC(CC1)=O)=O